3-(9-((4-(aminomethyl)phenyl)carbamoyl)-4,5-dihydrobenzo[b]thieno[2,3-d]oxepin-8-yl)-6-(((1S,2R,4R)-bicyclo[2.2.1]heptan-2-yl)carbamoyl)picolinic acid NCC1=CC=C(C=C1)NC(=O)C1=CC2=C(OCCC3=C2SC=C3)C=C1C=1C(=NC(=CC1)C(N[C@H]1[C@H]3CC[C@@H](C1)C3)=O)C(=O)O